5-(2-(cyclopropyl-methyl)-1-(3-morpholinobicyclo[1.1.1]-pentan-1-yl)-1H-imidazol-4-yl)-3-(trifluoromethyl)-pyridin-2-amine C1(CC1)CC=1N(C=C(N1)C=1C=C(C(=NC1)N)C(F)(F)F)C12CC(C1)(C2)N2CCOCC2